C(C)C(C(=O)O)C(C(C1=CC=CC=C1)=O)C(C1=CC=CC=C1)=O.BrCC(=O)OCC Ethyl Bromoacetate (Ethyl 3-benzoyl-4-oxo-4-phenylbutyrate)